2-(tetrahydro-2H-pyran-4-yl)-5,6,7,8-tetrahydro-10H-oxazolo[5,4-D]pyrido[1,2-a]pyrimidin-10-one O1CCC(CC1)C=1OC=2N=C3N(C(C2N1)=O)CCCC3